CC1=C(C=CC(=C1)C)[C@H](C)NC(CN1N=NC2=C(C1=O)C=C(C=C2)F)=O (S)-N-(1-(2,4-dimethylphenyl)ethyl)-2-(6-fluoro-4-oxo-benzo[d][1,2,3]triazin-3(4H)-yl)acetamide